4,5-di-n-propyl-4-cyclohexene-1,2-dicarboxylic acid anhydride C(CC)C=1CC2C(CC1CCC)C(=O)OC2=O